ClC1=C(/C=N/O)C=CC=C1 (E)-2-chlorobenzaldehyde oxime